Cl.FC1=C(C=CC=C1C[C@@H]1NCC2(CC2)[C@@H]1NS(=O)(=O)CC)C1=CC(=CC(=C1)F)F N-((6S,7S)-6-((2,3',5'-trifluoro-[1,1'-biphenyl]-3-yl)methyl)-5-azaspiro[2.4]heptan-7-yl)ethanesulfonylamine hydrochloride